N1CC(C1)C(C=1C=2N(C=C(C1)C1CC1)C=C(N2)CNC2=CC(=NC=C2)NC(=O)[C@@H]2[C@H](C2)C2=CC(=CC=C2)Cl)O (1S,2S)-N-(4-(((8-(azetidin-3-yl(hydroxy)methyl)-6-cyclopropylimidazo[1,2-a]pyridin-2-yl)methyl)amino)pyridin-2-yl)-2-(3-chlorophenyl)cyclopropane-1-carboxamide